ClC1=C(C=CC=C1Cl)C1=C(C(OC2=CC=CC=C12)=O)C(=O)N[C@H]1CCOC2=CC=CC=C12 (2,3-dichlorophenyl)-N-[(4S)-3,4-dihydro-2H-chromen-4-yl]-2-oxo-2H-chromen-3-carboxamide